(R)-1-(3-(2-(tert-butoxy)-2-oxoethoxy)-2-fluorophenyl)-3-(3,4-dimethoxyphenyl)propyl (S)-1-(4-(acryloyloxy)-3,3-dimethyl-2-oxobutanoyl)piperidine-2-carboxylate C(C=C)(=O)OCC(C(C(=O)N1[C@@H](CCCC1)C(=O)O[C@H](CCC1=CC(=C(C=C1)OC)OC)C1=C(C(=CC=C1)OCC(=O)OC(C)(C)C)F)=O)(C)C